C(C)(=O)C1=C(SC2=C1OC(=C(C2=O)C)N2CCN(CC2)C2=NC=C(C=N2)C)C 3-Acetyl-2,6-dimethyl-5-[4-(5-methylpyrimidin-2-yl)piperazin-1-yl]-7H-thieno[3,2-b]pyran-7-one